chloro-N-(6-(6-(difluoromethyl)pyridin-3-yl)pyrazin-2-yl)-N-methyl-[1,2,4]triazolo[4,3-a]quinazolin-5-amine ClC1=NN=C2N1C1=CC=CC=C1C(=N2)N(C)C2=NC(=CN=C2)C=2C=NC(=CC2)C(F)F